1-(6-chloro-1H-pyrazolo[4,3-c]pyridin-3-yl)-5-methylpyrrolidin-3-ol trifluoroacetate salt FC(C(=O)O)(F)F.ClC1=CC2=C(C=N1)C(=NN2)N2CC(CC2C)O